Methyl 2'-methoxy-4'-nitro-[1,1'-biphenyl]-4-carboxylate COC1=C(C=CC(=C1)[N+](=O)[O-])C1=CC=C(C=C1)C(=O)OC